FC1(CCN(CC1)CC1=CC=C(/C=C/C2=NNC3=CC(=CC=C23)C=C2C(NCC2C2=CC=CC=C2)=O)C=C1)F 3-((3-((E)-4-((4,4-difluoropiperidin-1-yl)methyl)styryl)-1H-indazol-6-yl)methylene)-4-phenylpyrrolidin-2-one